OCC=1N=NN(C1)C1=CC(N(C=C1)C)=O 4-(4-(hydroxymethyl)-1H-1,2,3-triazol-1-yl)-1-methylpyridin-2(1H)-one